ClC1=NC=2OCC3CCN(CCN3C3=NC(=NC(=C1F)C32)SC)C(=O)OC(C)(C)C tert-butyl 13-chloro-14-fluoro-17-methylsulfanyl-10-oxa-2,5,12,16,18-pentazatetracyclo[9.7.1.02,8.015,19]nonadeca-1(18),11(19),12,14,16-pentaene-5-carboxylate